(2R,4R)-N-((R)-(4-chloro-2,5-difluorophenyl)(oxetan-3-yl)methyl)-4-hydroxypyrrolidine-2-carboxamide ClC1=CC(=C(C=C1F)[C@H](NC(=O)[C@@H]1NC[C@@H](C1)O)C1COC1)F